methyl 2-(7-fluoro-3-oxo-6-(perfluorophenyl)-spiro[benzo[b][1,4]oxazine-2,1'-cyclopropan]-4(3H)-yl)acetate FC=1C(=CC2=C(OC3(CC3)C(N2CC(=O)OC)=O)C1)C1=C(C(=C(C(=C1F)F)F)F)F